C(C)(C)(C)OOC(=O)C1(C=C(C(=O)C2=CC=CC=C2)C=CC1(C(=O)OOC(C)(C)C)C(=O)OOC(C)(C)C)C(=O)OOC(C)(C)C 3,3,4,4-tetra(t-butylperoxycarbonyl)benzophenone